α-formyl-γ-butyrolactone sodium salt [Na].C(=O)C1C(=O)OCC1